sodium 8-(2-hydroxybenzamido)caprylate OC1=C(C(=O)NCCCCCCCC(=O)[O-])C=CC=C1.[Na+]